ICC#CN(C(=O)OC(C)C1=CC=C(C=C1)C(C)C)CCCC 1-(4-isopropylphenyl)ethanol iodopropynyl-butylcarbamat